(S)-N-(sec-butyl)-2-(3-(3-(pentan-3-ylcarbamoyl)-1H-pyrazol-5-yl)phenyl)oxazole-5-carboxamide [C@H](C)(CC)NC(=O)C1=CN=C(O1)C1=CC(=CC=C1)C1=CC(=NN1)C(NC(CC)CC)=O